1,9-dibromo-3,7-di-tert-butyl-10H-phenothiazine BrC1=CC(=CC=2SC3=CC(=CC(=C3NC12)Br)C(C)(C)C)C(C)(C)C